4-[(2R)-2-(4-chloro-2-fluorophenyl)-2-methyl-1,3-benzodioxol-4-yl]piperidine methyl-(3S)-3-[tert-butyl(dimethyl)silyl]oxy-3,4-dihydro-2H-pyrrole-5-carboxylate COC(=O)C=1C[C@@H](CN1)O[Si](C)(C)C(C)(C)C.ClC1=CC(=C(C=C1)[C@]1(OC2=C(O1)C=CC=C2C2CCNCC2)C)F